(2r,3aR,5r,6aS)-5-((2-amino-7-(1H-pyrazol-5-yl)quinolin-4-yl)amino)octahydropentalen-2-ol NC1=NC2=CC(=CC=C2C(=C1)NC1C[C@@H]2CC(C[C@@H]2C1)O)C1=CC=NN1